Indole-3-Propionate N1C=C(C2=CC=CC=C12)CCC(=O)[O-]